tert-butyl N2-(N2-(4-(3-(2-(2-azidoethoxy)ethoxy)propanamido)butanoyl)-N6-(3-(2-(2-azidoethoxy)ethoxy)propanoyl)-L-lysyl)-N6-(3-(2-(2-azidoethoxy)ethoxy)propanoyl)-L-lysinate N(=[N+]=[N-])CCOCCOCCC(=O)NCCCC(=O)N[C@@H](CCCCNC(CCOCCOCCN=[N+]=[N-])=O)C(=O)N[C@@H](CCCCNC(CCOCCOCCN=[N+]=[N-])=O)C(=O)OC(C)(C)C